BrC1=CC=C2C(=N1)C(CN2C2=NC(=NC=C2C(=O)OC(C)C)NC2=C(C=C(C(=C2)[N+](=O)[O-])N2CCN(CC2)C)OC)(C)C isopropyl 4-(5-bromo-3,3-dimethyl-2,3-dihydro-1H-pyrrolo[3,2-b]pyridin-1-yl)-2-((2-methoxy-4-(4-methylpiperazin-1-yl)-5-nitrophenyl)amino)pyrimidine-5-carboxylate